COC1=CC=C(C=C1)C1=NC2=CC=C(C=C2C=C1)C 2-(4-methoxyphenyl)-6-methylquinoline